5-(3-Hydroxy-4-nitrophenyl)-10,15,20-triphenyl-porphyrin OC=1C=C(C=CC1[N+](=O)[O-])C=1C2=CC=C(N2)C(=C2C=CC(C(=C3C=CC(=C(C=4C=CC1N4)C4=CC=CC=C4)N3)C3=CC=CC=C3)=N2)C2=CC=CC=C2